C(NCCCCCCNC(O)=O)(O)=O.C(C1=CC=CC=C1)(C1=CC=CC=C1)=NO benzophenone oxime hexamethylenedicarbamate